BrC=1C=C(C=CC1)C1=CC(=CC=C1)C1=NC2=C3C(=C4C(=C2N=C1)C=CC=C4)C=CC=C3 2-(3'-bromo-1,1'-biphenyl-3-yl)dibenzo[f,H]quinoxaline